BrC1=CC=2C(C3=CC(=CC=C3C2C=C1)Br)(CCCCCCBr)CCCCCCBr 2,7-dibromo-9,9-bis(6-bromohexyl)fluorene